ClC=1C=C2C(C(=CN(C2=CC1N1[C@H](CCC1)CO)C=1C=NC(=CC1)N1CC(C1)N(C)C)C(=O)O)=O 6-chloro-1-[6-[3-(dimethylamino)azetidin-1-yl]pyridin-3-yl]-7-[(2R)-2-(hydroxymethyl)pyrrolidin-1-yl]-4-oxoquinoline-3-carboxylic acid